1-[6-(2,2-difluoro-7-oxo-5H-[1,3]dioxolo[4,5-f]isoindol-6-yl)-5-ethylsulfonyl-3-pyridinyl]cyclopropanecarbonitrile FC1(OC=2C(=CC=3C(N(CC3C2)C2=C(C=C(C=N2)C2(CC2)C#N)S(=O)(=O)CC)=O)O1)F